CC1=C(C=CC(=C1)B1OC(C(O1)(C)C)(C)C)C(C)(O)C1=CC(=CC=C1)C(F)(F)F 1-(2-methyl-4-(4,4,5,5-tetramethyl-1,3,2-dioxaborolan-2-yl)phenyl)-1-(3-(trifluoromethyl)phenyl)ethanol